ClC=1C2=C(N=C(N1)SC)C(N(C2(O)C2C(C=CC=C2)(F)Cl)CC2=CC=C(C=C2)OC)=O 4-chloro-5-(2-chloro-2-fluorophenyl)-5-hydroxy-6-(4-methoxybenzyl)-2-(methylthio)-5,6-dihydro-7H-pyrrolo[3,4-d]pyrimidin-7-one